COC1=CC=C(C=C1)NS(=O)(=O)C=1C=C(C=CC1)NC(=O)C1=CC2=C(S1)CCC2 N-(3-(N-(4-methoxyphenyl)sulfamoyl)phenyl)-5,6-dihydro-4H-cyclopenta[b]thiophene-2-carboxamide